tri(p-toluenesulfonyl)iron CC1=CC=C(C=C1)S(=O)(=O)[Fe](S(=O)(=O)C1=CC=C(C)C=C1)S(=O)(=O)C1=CC=C(C)C=C1